ClC1=C(C=C2C(=C(N(C2=C1F)C)C=1NC(=NN1)[C@H](COC)NC)N1C=NC=C1)OC (R)-1-(5-(6-chloro-7-fluoro-3-(1H-imidazol-1-yl)-5-methoxy-1-methyl-1H-indol-2-yl)-4H-1,2,4-triazol-3-yl)-2-methoxy-N-methylethan-1-amine